tert-butyl 2-[4-[[1-(2,6-dibenzyloxy-3-pyridyl)-3-methyl-2-oxo-benzimidazol-5-yl]amino]phenyl]acetate C(C1=CC=CC=C1)OC1=NC(=CC=C1N1C(N(C2=C1C=CC(=C2)NC2=CC=C(C=C2)CC(=O)OC(C)(C)C)C)=O)OCC2=CC=CC=C2